O=C1NC(CCC1N1C(N(C2=C1C=CC(=C2)C#CCOCCOCCOCCNC(OCC2=CC=CC=C2)=O)C)=O)=O Benzyl (2-(2-(2-((3-(1-(2,6-dioxopiperidin-3-yl)-3-methyl-2-oxo-2,3-dihydro-1H-benzo[d]imidazol-5-yl)prop-2-yn-1-yl)oxy)ethoxy)ethoxy)ethyl)carbamate